BrC=1C(=C(C=O)C=CC1OCOC)OC 3-bromo-2-methoxy-4-(methoxymethoxy)benzaldehyde